OC=1C=C2C=C(NC2=CC1O)C(=O)O 5,6-Dihydroxyindole-2-carboxylic Acid